(S)-4-(3-(5-(difluoromethyl)-1H-1,2,4-triazol-1-yl)-4-fluorophenyl)-2,2-dimethyloxazolidine-3-carboxylic acid tert-butyl ester C(C)(C)(C)OC(=O)N1C(OC[C@@H]1C1=CC(=C(C=C1)F)N1N=CN=C1C(F)F)(C)C